C(C1=CC=CC=C1)N1CCN(CC1)CC=1C=NC=C(C(=O)O)C1 5-((4-benzylpiperazin-1-yl)methyl)nicotinic acid